N'-(2-chlorophenyl)-2-(4-(2-fluoro-9-hydroxy-9-(trifluoromethyl)-9H-fluoren-4-yl)-1H-pyrazol-1-yl)propanehydrazide ClC1=C(C=CC=C1)NNC(C(C)N1N=CC(=C1)C1=CC(=CC=2C(C3=CC=CC=C3C12)(C(F)(F)F)O)F)=O